glycine tert-butyl ester HCl Cl.C(C)(C)(C)OC(CN)=O